C1(CC1)C=1C=NC2=C(C=CC=C2C1)C1=C(C(=NC=C1)S(=O)(=O)N)C (3-Cyclopropylquinolin-8-yl)-3-methylpyridine-2-sulfonamide